2-Chloro-5-fluoropyrimidine-4-carbonitrile ClC1=NC=C(C(=N1)C#N)F